7-(Cyclopropylmethoxy)-2-(1-methyl-2-oxabicyclo[2.1.1]hexan-4-yl)imidazo[1,2-a]pyrimidine-6-carboxylic acid C1(CC1)COC1=NC=2N(C=C1C(=O)O)C=C(N2)C21COC(C2)(C1)C